4-amino-7-chloro-1,3-dihydrofuro[3,4-c]quinoline-8-carbonyl chloride hydrochloride Cl.NC1=NC=2C=C(C(=CC2C2=C1COC2)C(=O)Cl)Cl